C(CCC)C(C(=C)[N+](=O)[O-])C1C(CCCC1)=O 2-(1-butyl-2-nitroallyl)cyclohexanone